BrC1=C(C=C(OCC23CC4CC(CC(C2)C4)C3)C=C1)C 1-[(4-bromo-3-methylphenoxy)methyl]tricyclo[3.3.1.13,7]decane